rac-N-((1R,5R)-bicyclo[3.1.0]hex-1-yl)-7-methoxy-2-(tetrahydro-2H-pyran-4-yl)imidazo[1,2-a]pyridine-6-carboxamide [C@@]12(CCC[C@@H]2C1)NC(=O)C=1C(=CC=2N(C1)C=C(N2)C2CCOCC2)OC |r|